C(=O)(O)[C@H](CC(=O)N1CC2=NC(=C(C=C2C1)OCCCOC1=C(C=C2C(=N1)CNC2)OC)OC)C 2-(3-((6-((S)-3-carboxybutanoyl)-2-methoxy-6,7-dihydro-5H-pyrrolo[3,4-b]pyridin-3-yl)oxy)propoxy)-3-methoxy-5,7-dihydro-6H-pyrrolo[3,4-b]pyridin